C(CCCCCCCCCCCCCC)OC(C(=C)C)=O.C(C(=C)C)(=O)OCCCCCCCCCCCCCC tetradecyl methacrylate pentadecyl-methacrylate